COC1=NC=C(C2=C1N=C(S2)[NH-])C=2C=NN(C2)CC2=CC=NC=C2 [4-methoxy-7-(1-pyridin-4-ylmethyl-1H-pyrazol-4-yl)-thiazolo[4,5-c]pyridin-2-yl]-amid